C1CCC2=C(C=3CCCC3C=C12)NC(=O)N=[S@@](=O)(N)C=1N=C(SC1)C(C)(C)O |o1:16| (S) or (R)-N'-((1,2,3,5,6,7-hexahydro-s-indacen-4-yl)carbamoyl)-2-(2-hydroxypropan-2-yl)thiazole-4-sulfonimidamide